((3-cyano-4-fluorophenyl)amino)-4-((2-methoxy-3-(1-methyl-1H-1,2,4-triazol-3-yl)phenyl)amino)-N-methylpyrimidine-5-carboxamide C(#N)C=1C=C(C=CC1F)NC1=NC=C(C(=N1)NC1=C(C(=CC=C1)C1=NN(C=N1)C)OC)C(=O)NC